C(C1=CC=CC=C1)C(C)C(C)CC1=CC=CC=C1 2,3-dibenzylbutane